CC(C)(C)[O-].[K+].ClC1=C2CCC(C2=CC(=C1)Cl)C#N 4,6-dichloro-2,3-dihydro-1H-indene-1-carbonitrile Potassium tert-butoxide